COC1=CC=C(C=C1)C1COC2=C(O1)C=CC(=C2)CN (2-(4-methoxyphenyl)-2,3-dihydrobenzo[b][1,4]dioxin-6-yl)methanamine